C(C)(C)C1=CC(NC2=CC(=CC=C12)C(=O)OC)=O methyl 4-isopropyl-2-oxo-1,2-dihydroquinoline-7-carboxylate